2-bromo-9-methyl-6-(4-(trifluoromethoxy)phenyl)-9H-purine BrC1=NC(=C2N=CN(C2=N1)C)C1=CC=C(C=C1)OC(F)(F)F